(3s,5s)-3-aminomethyl-5-cyclopropyl-hexanoic acid NC[C@H](CC(=O)O)C[C@H](C)C1CC1